ethyl-laurylamine C(C)NCCCCCCCCCCCC